C1(CCCC1)CC1=NOC(O1)=O 3-(cyclopentylmethyl)-1,4,2-dioxazol-5-one